ClC1=C(C=2N=C(N=C3C2C(=N1)OCCC1(COC1)N3C)OC[C@]31CCCN1C[C@@H](C3)F)F 5-chloro-4-fluoro-2-(((2R,7aS)-2-fluorotetrahydro-1H-pyrrolizin-7a(5H)-yl)methoxy)-11-methyl-8,9-dihydro-11H-7-oxa-1,3,6,11-tetraazaspiro[cycloocta[de]naphthalene-10,3'-oxetan]